S1C(=NC2=C1C=CC=C2)C=2C(OC1=C(C2)C=CC(=C1)N(CC)CC)=O 3-(benzo[d]thiazol-2-yl)-7-(diethylamino)-2H-benzopyran-2-one